1-(3-fluoro-2-(trifluoromethyl)isonicotinyl)piperidin-4-one FC1=C(CN2CCC(CC2)=O)C=CN=C1C(F)(F)F